Cl.N1(C=NC=C1)C1=CC(=CC(=N1)C(=O)NC1CCNCC1)C 6-imidazol-1-yl-4-methyl-N-(4-piperidyl)pyridine-2-carboxamide hydrochloride